3,5-dibromo-1-tetrahydropyran-2-yl-1,2,4-triazole BrC1=NN(C(=N1)Br)C1OCCCC1